5-bromo-2-((4-chlorobenzyl)thio)benzo[d]oxazole BrC=1C=CC2=C(N=C(O2)SCC2=CC=C(C=C2)Cl)C1